N[C@@H](CC1=CC=CC=C1)C(=O)N.[B] boron phenylalanine amide